C[Si](C)(C)N([C@H](C\C=C/C(CC(=O)OC(C)(C)C)O[Si](C)(C)C(C)(C)C)B1O[C@@H]2[C@H]3C([C@@H](C[C@@]2(O1)C)C3)(C)C)[Si](C)(C)C tert-butyl (4Z,7S)-7-[bis(trimethylsilyl)amino]-3-[(tert-butyldimethylsilyl)oxy]-7-[(1R,2R,6S,8R)-6,9,9-trimethyl-3,5-dioxa-4-boratricyclo[6.1.1.02,6]decan-4-yl]hept-4-enoate